The molecule is a HETE that consists of arachidonic acid bearing an additional hydroxy substituent at position 17. It derives from an icosa-5,8,11,14-tetraenoic acid. It is a conjugate acid of a 17-HETE(1-). CCCC(C/C=C\\C/C=C\\C/C=C\\C/C=C\\CCCC(=O)O)O